COC12CC3(CC(CC(C1)C3)C2)CN2N=CC=C2C 1-[(3-methoxytricyclo[3.3.1.13,7]dec-1-yl)methyl]-5-methyl-1H-pyrazole